1,3,5-tris(1-propyn-1-yl)benzene C(#CC)C1=CC(=CC(=C1)C#CC)C#CC